rac-(R)-3-(((2S,3R,4S,5S)-5-(6-chloro-4-(cyclopentylamino)-1H-pyrazolo[3,4-d]pyrimidin-1-yl)-3,4-dihydroxytetrahydro-furan-2-yl)methoxy)-4-methoxy-3-phosphonobutanoic acid ClC1=NC(=C2C(=N1)N(N=C2)[C@@H]2[C@H]([C@H]([C@@H](O2)CO[C@@](CC(=O)O)(COC)P(=O)(O)O)O)O)NC2CCCC2 |&1:17|